Cl.[Si](O)(O)(O)O silicate hydrochloride